CC(C)(C)[S@](=O)NC1(CC(C1)(C)C#N)C1=NC=C(C=N1)Br (S)-2-methyl-N-[(1r,3s)-1-(5-bromopyrimidin-2-yl)-3-cyano-3-methylcyclobutyl]propane-2-sulfinamide